5-bromo-2-(4-chlorophenyl)thiazole BrC1=CN=C(S1)C1=CC=C(C=C1)Cl